BrC=1C(=CC=C(C1)N)N 5-bromo-1,4-diaminobenzene